2-(2-(5-(tert-Butyl)-2-methoxyphenyl)-7-azaspiro[3.5]nonane-7-carbonyl)-5-azaspiro[3.4]octan-6-one C(C)(C)(C)C=1C=CC(=C(C1)C1CC2(C1)CCN(CC2)C(=O)C2CC1(C2)NC(CC1)=O)OC